N[C@H](C(=O)OC)CCN(C1CC(C1)CCC1=NC=2NCCCC2C=C1)CCOC methyl (S)-2-amino-4-((2-methoxyethyl)((1s,3S)-3-(2-(5,6,7,8-tetrahydro-1,8-naphthyridin-2-yl)ethyl)cyclobutyl)amino)butanoate